O1CCCC2=CC=CC(=C12)C(=O)N1[C@H](C=2C(CC1)=C(N(N2)C)C2=CC(=NN2C)C(F)(F)F)C (S)-chroman-8-yl-(2,7-dimethyl-3-(1-methyl-3-(trifluoromethyl)-1H-pyrazol-5-yl)-2,4,5,7-tetrahydro-6H-pyrazolo[3,4-c]pyridin-6-yl)methanone